C1(CC1)C=1NC(=NN1)C1CC2(CN(C2)C(=O)N2CC3(C2)CC(C3)OC3=NC=C(N=C3)C(F)(F)F)C1 [6-(5-cyclopropyl-4H-1,2,4-triazol-3-yl)-2-azaspiro[3.3]heptan-2-yl]-[6-[5-(trifluoromethyl)pyrazin-2-yl]oxy-2-azaspiro[3.3]heptan-2-yl]methanone